ClC1=NC=CC(=N1)C1=CN(C2=CC=C(C=C12)F)C1CC1 3-(2-Chloropyrimidin-4-yl)-1-cyclopropyl-5-fluoro-1H-indole